N1=C(C=CC=C1)C1(CCCC1)CN pyridyl-cyclopentanemethylamine